ClC=1C(=NC(=NC1)NC1=C(C=C(C(=C1)C)N1CCC(CC1)N1CCN(CC1)C)OC)NC=1C(=CC2=C(CCO2)C1)NS(=O)(=O)C N-(5-((5-chloro-2-((2-methoxy-5-methyl-4-(4-(4-methylpiperazin-1-yl)piperidine-1-yl)phenyl)amino)pyrimidin-4-yl)amino)-2,3-dihydrobenzofuran-6-yl)methanesulfonamide